tert-butyl 4-sulfanylpiperidine-1-carboxylate SC1CCN(CC1)C(=O)OC(C)(C)C